(2S,4R)-2-carbamoyl-4-(2-(4-(methoxycarbonyl)phenyl)acetamido)pyrrolidine-1-carboxylic acid tert-butyl ester C(C)(C)(C)OC(=O)N1[C@@H](C[C@H](C1)NC(CC1=CC=C(C=C1)C(=O)OC)=O)C(N)=O